C(CCCCCNC(=NC(N)=NCC(CCCC)CC)N)NC(=NC(N)=NCC(CCCC)CC)N 1,1'-(1,6-hexanediyl)bis{2-[N'-(2-ethylhexyl)carbamimidoyl]guanidine}